FC1=C2OC=3C=C(C=CC3C(C2=CC=C1)=O)N1C[C@H](CC1)O 5-fluoro-3-[(3S)-3-hydroxypyrrolidin-1-yl]xanthen-9-one